Allylpalmitat C(C=C)OC(CCCCCCCCCCCCCCC)=O